(3S,4R)-3-[(tert-Butoxycarbonyl)amino]-4-hydroxycyclopentane-1-carboxylic acid C(C)(C)(C)OC(=O)N[C@H]1CC(C[C@H]1O)C(=O)O